NC=1C=C(C=C2C=C(N=NC12)NC(=O)[C@H]1[C@H](C1)F)C1CC1 (1S,2S)-N-(8-Amino-6-cyclopropylcinnolin-3-yl)-2-fluorocyclopropanecarboxamide